(R)-N-(1-(2-(1-(3-(cyanomethyl)azetidin-3-yl)-1H-pyrazol-4-yl)quinolin-4-yl)ethyl)-5-(2-(dimethylamino)ethoxy)-2-methylbenzamide C(#N)CC1(CNC1)N1N=CC(=C1)C1=NC2=CC=CC=C2C(=C1)[C@@H](C)NC(C1=C(C=CC(=C1)OCCN(C)C)C)=O